COCC=1C(C(CC1)C(CC(CO)C)=C)(C)C 4-[3-(Methoxymethyl)-2,2-dimethyl-cyclopent-3-en-1-yl]-2-methyl-pent-4-en-1-ol